COC1=C(C=C(C=C1)NC(=O)C1N(CCC1)S(=O)(=O)C1=CC=CC=C1)N1C=NC(=C1)C N-[4-methoxy-3-(4-methyl-1H-imidazol-1-yl)phenyl]-1-(phenylsulfonyl)-2-pyrrolidinecarboxamide